BrC1=CC=C(C=C1)C12CCC(CC1)(CC2)CO (4-(4-bromophenyl)bicyclo[2.2.2]oct-1-yl)methanol